COC=1C=C(CCC2=NC=3N(C(N(C(C3N2C)=O)CC#C)=O)CCCCP(O)(O)=O)C=CC1 (4-(8-(3-Methoxyphenethyl)-7-methyl-2,6-dioxo-1-(prop-2-yn-1-yl)-1,2,6,7-tetrahydro-3H-purin-3-yl)butyl)phosphonic acid